ClC=1C=C2C3=C(NC2=CC1)C(NCC3)C=C3CCCCC3 6-chloro-1-(cyclohexylidenemethyl)-2,3,4,9-tetrahydro-1H-pyrido[3,4-b]indole